COC1=CC=C(CNC2=NN=C(C3=CC=CC=C23)C2=CC=C(C=C2)OC2=CC=CC=C2)C=C1 N-(4-methoxybenzyl)-4-(4-phenoxyphenyl)phthalazin-1-amine